Diphenyl-thiourea C1(=CC=CC=C1)NC(NC1=CC=CC=C1)=S